N1CCC(CC1)C(C(=O)O)(O)C(O)C(=O)O piperidin-4-yl-tartaric acid